tetrakis(cyclohexyl(methyl)amino)phosphonium C1(CCCCC1)N(C)[P+](N(C1CCCCC1)C)(N(C1CCCCC1)C)N(C1CCCCC1)C